((5-(4-methylpiperazin-1-yl)pyridin-2-yl)amino)-4-(1H-pyrrolo[2,3-b]pyridin-3-yl)-2,3-dihydro-1H-pyrrolo[3,4-c]pyridin-1-one CN1CCN(CC1)C=1C=CC(=NC1)NN1CC=2C(=NC=CC2C1=O)C1=CNC2=NC=CC=C21